FC=1C=C(C=C(C1F)F)C(C=O)=C 2-(3,4,5-trifluorophenyl)prop-2-enal